phenylene-bisbenzimidazole-tetrasulphonic acid disodium salt [Na+].[Na+].C1(=C(C=CC=C1)C1=C(C(=C(C2=C1N=C(N2)S(=O)(=O)O)S(=O)(=O)O)S(=O)(=O)O)S(=O)(=O)O)C2=C(C(=C(C1=C2N=C(N1)S(=O)(=O)[O-])S(=O)(=O)[O-])S(=O)(=O)O)S(=O)(=O)O